1-bromo-3-(trifluoromethylsulfonyl)benzene methyl-7-chloroimidazo[1,2-a]pyridine-8-carboxylate COC(=O)C=1C=2N(C=CC1Cl)C=CN2.BrC2=CC(=CC=C2)S(=O)(=O)C(F)(F)F